N'-(carbonyl-bis(4,1-phenylene))bis(3-nitrobenzamide) C(=O)(C1=CC=C(C=C1)C1=C(C(=O)N)C=CC=C1[N+](=O)[O-])C1=CC=C(C=C1)C1=C(C(=O)N)C=CC=C1[N+](=O)[O-]